2-Amino-4-(5-chloro-3-((2S,3S)-3-(dimethylamino)-2-methylpyrrolidin-1-yl)-7,9-dihydrofuro[3,4-f]quinazolin-6-yl)-7-fluorothieno[3,2-c]pyridine-3-carbonitrile NC1=C(C=2C(=NC=C(C2S1)F)C=1C2=C(C=3C=NC(=NC3C1Cl)N1[C@H]([C@H](CC1)N(C)C)C)COC2)C#N